[N+](=O)([O-])C=1C=C(C=CC1NCC1CCC(CC1)(C)OC)S(=O)(=O)N 3-nitro-4-({[(1r,4r)-4-methoxy-4-methylcyclohexyl]methyl}amino)benzenesulfonamide